O[C@@H](C(=O)O)[C@H](C(=O)O)O.COC1=C(C=C2C=CC(=NC2=C1)C)C1=CN=C(O1)[C@H](CCCCCC(CC)=O)NCC1CN(C1)C (S)-9-(5-(7-methoxy-2-methylquinolin-6-yl)oxazol-2-yl)-9-(((1-methylazetidin-3-yl)methyl)amino)nonan-3-one (2R,3R)-2,3-dihydroxysuccinate